[Li].C(#N)C=1N=NNC1C#N 4,5-dicyanotriazole lithium